2-methyl-6-(2-oxoimidazolidin-1-yl)-4-(trifluoromethyl)phenyl(4-fluorophenyl)(methyl)carbamate CC1=C(C(=CC(=C1)C(F)(F)F)N1C(NCC1)=O)CN(C([O-])=O)C1=CC=C(C=C1)F